(1R,2S,5S)-3-((R)-2-hydroxypentanoyl)-6,6-dimethyl-N-((S)-3-oxo-1-((S)-2-oxopyrrolidin-3-yl)-4-(trifluoromethoxy)butan-2-yl)-3-azabicyclo[3.1.0]hexane-2-carboxamide O[C@@H](C(=O)N1[C@@H]([C@H]2C([C@H]2C1)(C)C)C(=O)N[C@@H](C[C@H]1C(NCC1)=O)C(COC(F)(F)F)=O)CCC